C(C)N(CCN(CCOC(OC(CCCC(=O)OCCCCCCC)CCCC(=O)OCCCCCCC)=O)CCOC(OC(CCCC(=O)OCCCCCC)CCCC(=O)OCCCCCC)=O)CC 1-heptyl 21-hexyl 11-(2-(diethylamino)ethyl)-5-(4-(heptyloxy)-4-oxobutyl)-17-(4-(hexyloxy)-4-oxobutyl)-7,15-dioxo-6,8,14,16-tetraoxa-11-azahenicosandioate